FC1=C(C=CC(=C1)C(F)(F)F)COC1CN(C1)C(=O)N1CC(CC1)N1C(OCC1)=O (+)-[1-[3-[[2-Fluoro-4-(trifluoromethyl)phenyl]methoxy]azetidine-1-carbonyl]pyrrolidin-3-yl]oxazolidin-2-one